phosphovanadium iron [Fe].P(=O)(=O)[V]